((1s,4s)-4-((2-chloro-5-((1-methylcyclopropyl)ethynyl)pyridin-4-yl)amino)cyclohexyl)methanol ClC1=NC=C(C(=C1)NC1CCC(CC1)CO)C#CC1(CC1)C